2-[3-[3-(difluoromethyl)-4-nitro-pyrazol-1-yl]azetidin-1-yl]ethylpiperidine-1-carboxylate FC(C1=NN(C=C1[N+](=O)[O-])C1CN(C1)CCOC(=O)N1CCCCC1)F